indeno[1,2-c]isoquinoline C1=C2C3=C(N=CC2=CC=C1)C=1C=CC=CC1C3